C1(CC1)C1=NN(C=N1)C1CC2(CN(C2)C(=O)N2CC3(C2)CN(C3)CC=3C(=NN(C3)C)C(F)(F)F)C1 [6-(3-cyclopropyl-1,2,4-triazol-1-yl)-2-azaspiro[3.3]heptan-2-yl]-[6-[[1-methyl-3-(trifluoromethyl)pyrazol-4-yl]methyl]-2,6-diazaspiro[3.3]heptan-2-yl]methanone